5-(3-(Trifluoromethoxy)phenyl)oxazole-2-carboxylic acid lithium [Li].FC(OC=1C=C(C=CC1)C1=CN=C(O1)C(=O)O)(F)F